(3R)-4-amino-N-((4S)-7-methoxy-3,4-dihydro-1H-2-benzopyran-4-yl)-N,3-dimeth-yl-1,3-dihydrofuro[3,4-c][1,7]naphthyridine-8-carboxamide NC1=NC=2C=NC(=CC2C2=C1[C@H](OC2)C)C(=O)N(C)[C@@H]2COCC1=C2C=CC(=C1)OC